l-N-[2-(1H-indol-3-yl)ethyl]-4-N-pyridin-4-ylbenzene-1,4-diamine N1C=C(C2=CC=CC=C12)CCNC1=CC=C(C=C1)NC1=CC=NC=C1